FC(OC1=CC(=NC=C1)N1C(C(C2=CC(=C(C=C12)F)C(=O)NC1(CCS(CC1)(=O)=O)C)(C)C)=O)F 1-(4-(difluoromethoxy)pyridin-2-yl)-6-fluoro-3,3-dimethyl-N-(4-methyl-1,1-dioxidotetrahydro-2H-thiopyran-4-yl)-2-oxoindoline-5-carboxamide